(3R)-4-amino-N-((3-fluoro-2-pyridinyl)methyl)-3-methyl-N-((5-(trifluoromethyl)-2-pyridinyl)methyl)-1,3-dihydrofuro[3,4-c]quinoline-8-carboxamide NC1=NC=2C=CC(=CC2C2=C1[C@H](OC2)C)C(=O)N(CC2=NC=C(C=C2)C(F)(F)F)CC2=NC=CC=C2F